(3S,3aR)-1-Chloro-3-(diphenylmethyl)tetrahydro-1H,3H-pyrrolo[1,2-c][1,3,2]oxazaphosphole ClP1O[C@H]([C@@H]2N1CCC2)C(C2=CC=CC=C2)C2=CC=CC=C2